Dicyano-aminium C(#N)[NH2+]C#N